methyl 2-((4-butylphenyl)sulfonamido)-5-(3-(4-((4-butylphenyl) sulfonamido)-3-(methoxycarbonyl)benzamido)propanamido)benzoate C(CCC)C1=CC=C(C=C1)S(=O)(=O)NC1=C(C(=O)OC)C=C(C=C1)NC(CCNC(C1=CC(=C(C=C1)NS(=O)(=O)C1=CC=C(C=C1)CCCC)C(=O)OC)=O)=O